N-(hydroxymethyl)maleimide OCN1C(C=CC1=O)=O